(4-(4-hydroxyphenylisopropyl)-phenoxy)-methane OC1=CC=C(C=C1)C(C)(C)C1=CC=C(OC)C=C1